CN1CCN(CC1)C1=CC=C(C(=O)N2CCC3(C(C3)CNC(=O)C3=CC=4C(=CN=CC4)O3)CC2)C=C1 N-[[6-[4-(4-methylpiperazin-1-yl)benzoyl]-6-azaspiro[2.5]octan-2-yl]methyl]furo[2,3-c]pyridine-2-carboxamide